3,3-difluoro-1-methylpiperidin-4-amine FC1(CN(CCC1N)C)F